N-[3-chloro-4-[4-(piperidine-4-carbonyl)piperazine-1-carbonyl]phenyl]-5-[2,5-difluoro-6-(methylamino)-3-pyridyl]-1-methyl-imidazole-2-carboxamide ClC=1C=C(C=CC1C(=O)N1CCN(CC1)C(=O)C1CCNCC1)NC(=O)C=1N(C(=CN1)C=1C(=NC(=C(C1)F)NC)F)C